1,3-dimethylhydantoin CN1C(=O)N(C(=O)C1)C